N-(4-amino-2H-pyrazolo[4,3-c]pyridin-7-yl)-N'-benzyl-N'-[(3-chloro-2-pyridyl)methyl]oxamid NC1=NC=C(C=2C1=CNN2)NC(=O)C(=O)N(CC2=NC=CC=C2Cl)CC2=CC=CC=C2